N-[(1S)-5-chloroindan-1-yl]-4-(cyclopropylsulfonylamino)benzamide ClC=1C=C2CC[C@@H](C2=CC1)NC(C1=CC=C(C=C1)NS(=O)(=O)C1CC1)=O